[Si](C)(C)(C(C)(C)C)O[C@@H](CN)C (R)-2-((tert-butyldimethylsilyl)oxy)propylamine